N-(5-((6-((R)-3-(2,3-dichlorophenyl)isoxazolidine-2-yl)pyrimidine-4-yl)amino)-2-(4-ethylpiperazine-1-yl)-4-methoxyphenyl)acrylamide ClC1=C(C=CC=C1Cl)[C@@H]1N(OCC1)C1=CC(=NC=N1)NC=1C(=CC(=C(C1)NC(C=C)=O)N1CCN(CC1)CC)OC